lithium 5-(2-amino-[1,2,4]triazolo[1,5-a]pyridin-7-yl)-2-methylnicotinate NC1=NN2C(C=C(C=C2)C=2C=NC(=C(C(=O)[O-])C2)C)=N1.[Li+]